C(=O)C1=C(C(=CC=C1)C)/C(/C=C/CC(=O)OCCCC)=C\C1=CC=CC=C1 n-butyl (3E,5Z)-5-(2-formyl-6-methylphenyl)-6-phenyl-3,5-hexadienoate